BrC1=COC2=C1C=CC=C2Cl 3-bromo-7-chloro-1-benzofuran